C(C1=CC=CC=C1)OC1=C(C(=C2C[C@@H](N(C2=C1)C(=O)OC(C)(C)C)CNCCC(C)(C)C)F)N(C(C(F)(F)F)=O)CC(=O)OC(C)(C)C tert-butyl (2R)-6-(benzyloxy)-5-[(2-tert-butoxy-2-oxoethyl)(trifluoroacetyl)amino]-2-{[(3,3-dimethylbutyl)amino]methyl}-4-fluoro-2,3-dihydro-1H-indole-1-carboxylate